3-((3-isopropoxy-3-oxopropyl)amino)-7-(isoxazol-5-yl)benzo[e][1,2,4]triazine-1,4-dioxide C(C)(C)OC(CCNC=1N=[N+](C2=C([N+]1[O-])C=CC(=C2)C2=CC=NO2)[O-])=O